3,4-difluoro-2-(2-fluoro-4-iodoanilino)-5-[[3-(methylsulfamoylamino)phenyl]methyl]benzamide FC=1C(=C(C(=O)N)C=C(C1F)CC1=CC(=CC=C1)NS(NC)(=O)=O)NC1=C(C=C(C=C1)I)F